lithium bis(2-(methacryloyloxy) ethyl) phosphate P(=O)(OCCOC(C(=C)C)=O)(OCCOC(C(=C)C)=O)[O-].[Li+]